O=C1NC2=C(S(C3=C1C=CC=C3)(=O)=O)C=CC(=C2)C(=O)O 11-oxo-10,11-dihydrodibenzo[b,f][1,4]thiazepine-8-carboxylic acid 5,5-dioxide